C1(CC1)CS(=O)(=O)C1=CC(=C(C=C1)C(CO)C1=NC2=C(N1)C=C(C(=C2Cl)C2=C(C=CC=C2)OC(F)(F)F)Cl)F 2-(4-((cyclopropylmethyl)sulfonyl)-2-fluorophenyl)-2-(4,6-dichloro-5-(2-(trifluoromethoxy)phenyl)-1H-benzo[d]imidazol-2-yl)ethanol